ClC1=NC=2N(C=C1)N=C(C2)F 5-chloro-2-fluoropyrazolo[1,5-a]pyrimidine